8-[1-(2,2-Difluoro-ethyl)-6-fluoro-1H-indol-4-yl]-6-fluoro-9-methoxy-1,4,4-trimethyl-5H-[1,2,4]triazolo[4,3-a]quinoxaline FC(CN1C=CC2=C(C=C(C=C12)F)C1=CC(=C2NC(C=3N(C2=C1OC)C(=NN3)C)(C)C)F)F